2-CHLORO-4-METHYLPYRIDINE-3-BORONIC ACID ClC1=NC=CC(=C1B(O)O)C